[Br-].C(C)(C)(C)OC(C[Zn+])=C=O 2-tert-butoxy-2-carbonyl-ethyl-zinc bromide